tert-butyl ((1r,4r)-4-(4-cyano-3-methoxyphenoxy) cyclohexyl)carbamate C(#N)C1=C(C=C(OC2CCC(CC2)NC(OC(C)(C)C)=O)C=C1)OC